tert-butyl 4-(2-(4-((2,2-difluoroethyl)(methyl)amino)piperidin-1-yl)-5-ethyl-7-oxo-4,7-dihydro-[1,2,4]triazolo[1,5-a]pyrimidin-6-yl)piperazine-1-carboxylate FC(CN(C1CCN(CC1)C1=NN2C(NC(=C(C2=O)N2CCN(CC2)C(=O)OC(C)(C)C)CC)=N1)C)F